9-bromo-6-((4,6-dimethyl-2-oxo-1,2-dihydropyridin-3-yl)methyl)-2-(trans-4-(dimethylamino)cyclohexyl)-2,4-dimethyl-7,8-dihydro-[1,3]dioxolo[4,5-g]isoquinolin-5(6H)-one BrC=1C=2CCN(C(C2C(=C2C1OC(O2)(C)[C@@H]2CC[C@H](CC2)N(C)C)C)=O)CC=2C(NC(=CC2C)C)=O